ClC1=C(C=CC=C1C1=NC=CC(=C1Cl)C1=NC(=C(C=C1)CNC[C@@H]1NC(CC1)=O)OC)NC(C1=NC=C(C=C1)CN1C[C@@H](CC1)O)=O N-(2-chloro-3-(3'-chloro-6-methoxy-5-(((((R)-5-oxopyrrolidin-2-yl)methyl)amino)methyl)-[2,4'-bipyridin]-2'-yl)phenyl)-5-(((R)-3-hydroxypyrrolidin-1-yl)methyl)picolinamide